CO[C@H]1CCOC1 (3aS,4S,6aR)-4-methoxytetrahydrofuran